FC=1C(=C(C=CC1)C=1C=C2C(=NN1)NC[C@@]1(N2C[C@@H](C1)OC=1N=CC(=NC1C)C=O)CF)O 5-(((6aR,8R)-2-(3-Fluoro-2-hydroxyphenyl)-6a-(fluoromethyl)-5,6,6a,7,8,9-hexahydropyrrolo[1',2':4,5]pyrazino[2,3-c]pyridazin-8-yl)oxy)-6-methylpyrazine-2-carbaldehyde